6-(3,4-difluorophenyl)-3-methyl-1-(pyridazin-3-ylmethyl)imidazo[4,5-b]Pyridine FC=1C=C(C=CC1F)C=1C=C2C(=NC1)N(CN2CC=2N=NC=CC2)C